5-chloro-N-[2-[4-(hydroxymethyl)cyclohexyl]-5-methoxy-1,3-benzothiazol-6-yl]pyridine-3-carboxamide ClC=1C=C(C=NC1)C(=O)NC1=CC2=C(N=C(S2)C2CCC(CC2)CO)C=C1OC